ClC1=CC(=C(C=C1)C1=NC(=CC=2N=C(N(C(C21)=O)CCC)C)N2C[C@@H](OCC2)C=2C=NN(C2)C)F 5-(4-chloro-2-fluorophenyl)-2-methyl-7-((2S)-2-(1-methyl-1H-pyrazol-4-yl)-4-morpholinyl)-3-propylpyrido[4,3-d]pyrimidin-4(3H)-one